benzyl ((3-(5-((2-amino-3-chloropyridin-4-yl)thio)-1H-imidazo[4,5-b]pyrazin-2-yl)-7-(4-methylthiazol-2-yl)-3-azabicyclo[4.1.0]heptan-7-yl)methyl)carbamate NC1=NC=CC(=C1Cl)SC=1N=C2C(=NC1)NC(=N2)N2CC1C(C1CC2)(C=2SC=C(N2)C)CNC(OCC2=CC=CC=C2)=O